C1(=CC=CC=C1)C[C@@H]1OCCN(C1)C=1C(=C(N)C=CC1)[N+](=O)[O-] (S)-3-(2-phenylmethylmorpholino)-2-nitroaniline